ClC1=CN=C(C2=CC=C(C=C12)Cl)OS(=O)(=O)C(F)(F)F.ClC1=C(C(=O)NC2=C3C=NN(C3=CC=C2)CC)C=C(C=C1)CNC(=O)C1CCCC1 2-Chloro-5-{[(cyclopentylcarbonyl)amino]methyl}-N-(1-ethyl-1H-indazol-4-yl)benzamide 4,6-dichloroisoquinolin-1-yl-triflate